NCC(CC[Si](OC)(OC)OC)(C)C 4-Amino-3,3-dimethylbutyltrimethoxysilane